N-((R)-1-((1R,4R)-4-methoxycyclohexyl)ethyl)-5,7-dimethylpyrazolo[1,5-a]pyrimidine-3-carboxamide COC1CCC(CC1)[C@@H](C)NC(=O)C=1C=NN2C1N=C(C=C2C)C